ClC1=CC=C(S1)CSC1=CC(=NN1C(=O)C=1OC=CC1)C1C(CN(C1C)C(=O)N1CCCC1)=O 4-(5-{[(5-Chlorothiophen-2-yl)methyl]sulfanyl}-1-(furan-2-carbonyl)-1H-pyrazol-3-yl)-5-methyl-1-(pyrrolidin-1-carbonyl)pyrrolidin-3-on